C2-butoxy-N,N-bis(4-methoxybenzyl)imidazo[2,1-f][1,2,4]triazin-4-amine C(CCC)OC1=NN2C(C(=N1)N(CC1=CC=C(C=C1)OC)CC1=CC=C(C=C1)OC)=NC=C2